6-(2-chloro-4-methylphenyl)-1H-benzo[d]imidazole-4-carboxylic acid ClC1=C(C=CC(=C1)C)C=1C=C(C2=C(NC=N2)C1)C(=O)O